OC(CCNCCCC(=O)OCCCCCCCCCC)C decyl 4-((3-hydroxybutyl)amino)butyrate